C(C)(C)(C)OC(=O)N1CCN(CC1)CCCCCCCC(=O)O 8-(4-(tert-butoxycarbonyl)piperazin-1-yl)octanoic acid